tert-butyl rac-2-((5-chloro-4-(1-(2,6-difluorobenzyl)-4-oxo-1,4,6,7-tetrahydro-5H-pyrazolo[4,3-c]pyridin-5-yl)pyridin-2-yl)amino)-2-cyclopropylacetate ClC=1C(=CC(=NC1)N[C@@H](C(=O)OC(C)(C)C)C1CC1)N1C(C2=C(CC1)N(N=C2)CC2=C(C=CC=C2F)F)=O |r|